N1C(=NC2=C1C=CC=C2)C2=CC(=NN2)NC(C2=CC=C(C=C2)N2CCN(CC2)CCO)=O N-(5-(1H-benzoimidazol-2-yl)-1H-pyrazol-3-yl)-4-(4-(2-hydroxyethyl)piperazin-1-yl)benzamide